Water lithium [Li].O